NC=1N=C2N(C=C(C=C2)C2=C(C=CC=C2)CCF)C1C(=O)[C@H]1[C@@H](C1)F (2-amino-6-(2-(2-fluoroethyl)phenyl)imidazo[1,2-a]pyridin-3-yl)((1s,2r)-2-fluorocyclopropyl)methanone